CS(=O)(=O)CC1CN(C1)C=1C=CC(=C2C=C(N=CC12)NC1=NC(=NC=C1)N1C[C@]([C@@H](CC1)O)(C)OC)C(C)C (3S,4R)-1-[4-({8-[3-(methanesulfonyl-methyl)azetidin-1-yl]-5-(propan-2-yl)isoquinolin-3-yl}amino)pyrimidin-2-yl]-3-methoxy-3-methylpiperidin-4-ol